2-hydroxy-N-(4-(4-(2-(pyrrolidin-1-yl)thiazol-4-yl)-1H-1,2,3-triazol-1-yl)-3-(6-azaspiro[2.5]octan-6-yl)phenyl)ethane-1-sulfonamide OCCS(=O)(=O)NC1=CC(=C(C=C1)N1N=NC(=C1)C=1N=C(SC1)N1CCCC1)N1CCC2(CC2)CC1